FC(C(=O)O)(F)F.C1(CC1)C1=C(C(=NO1)C1=C(C=CC=C1Cl)Cl)C(=O)OC1C[C@H]2CC[C@@H](C1)N2C2=CC=C(C(=O)O)C=C2 4-((1R,3R,5S)-3-(5-cyclopropyl-3-(2,6-dichlorophenyl)isoxazole-4-carbonyloxy)-8-azabicyclo[3.2.1]octan-8-yl)benzoic acid trifluoroacetic acid salt